ClC=1C=C(C=C2C(=C(C=NC12)C#N)NC1=CC(=C(C=C1)F)Cl)N[C@H](C=1N=NNC1)C1=C2CN(CC2=CC=C1)C(CO)=O (S)-8-chloro-4-((3-chloro-4-fluorophenyl)amino)-6-(((2-(2-hydroxyacetyl)isoindolin-4-yl)(1H-1,2,3-triazol-4-yl)methyl)amino)quinoline-3-carbonitrile